ClC1=C(C=C(C=C1OC)C1(OC1)C1=CC=CC=C1)C=1C(=CC=C(C1F)OCCOC)C#N 2'-Chloro-6-fluoro-3'-methoxy-5-(2-methoxyethoxy)-5'-(2-phenyloxiran-2-yl)-[1,1'-biphenyl]-2-carbonitrile